N1NC=NN=C1 dihydro-1,2,4,5-tetrazine